O=C1N(C(C2=C3C(C=CC=C13)=CC=C2)=O)OS(=O)(=O)C(C)(F)F 1,1-difluoroethanesulfonic acid 1,3-dioxo-1H-benzo[de]isoquinolin-2(3H)-yl ester